N-(5-(2H-1,2,3-Triazol-2-yl)pyridin-3-yl)-1-(1-oxo-1,2-dihydroisochinolin-5-yl)-5-(trifluoromethyl)-1H-pyrazol-4-carboxamid N=1N(N=CC1)C=1C=C(C=NC1)NC(=O)C=1C=NN(C1C(F)(F)F)C1=C2C=CNC(C2=CC=C1)=O